5-sulfo-1,2-diaminobenzene S(=O)(=O)(O)C=1C=CC(=C(C1)N)N